(bromomethyl)-N-(4-(trifluoromethoxy)phenyl)picolinamide BrCC=1C(=NC=CC1)C(=O)NC1=CC=C(C=C1)OC(F)(F)F